FC(S(=O)(=O)N1C[C@H](CC(C1)(F)F)NC(CC1=NC=C2C=CC(=NC2=C1)C1=NC(=CC=C1)N1C[C@@H](O[C@@H](C1)C)C)=O)F N-((S)-1-((difluoromethyl)sulfonyl)-5,5-difluoropiperidin-3-yl)-2-(2-(6-((cis)-2,6-dimethylmorpholino)pyridin-2-yl)-1,6-naphthyridin-7-yl)acetamide